2-((trans-4-((4-methoxy-5-(pyrazolo[1,5-a]pyridin-5-yl)pyrrolo[2,1-f][1,2,4]triazin-2-yl)amino)cyclohexyl)oxy)ethan-1-ol COC1=NC(=NN2C1=C(C=C2)C2=CC=1N(C=C2)N=CC1)N[C@@H]1CC[C@H](CC1)OCCO